C(C(C)C)(=O)OC1COCC1O 4-hydroxytetrahydrofuran-3-yl isobutyrate